ClC=1C=C(C=CC1F)NC(N([C@@H]1CCC=2NC(C=3C=CC=CC3C21)=O)CCCO)=O (R)-3-(3-chloro-4-fluorophenyl)-1-(3-hydroxypropyl)-1-(5-oxo-2,3,4,5-tetrahydro-1H-cyclopenta[c]isoquinolin-1-yl)urea